NC1=C(C(=NN1C1COCCC1)C1=CC(=C(C(=C1)F)Cl)F)C#N 5-amino-3-(4-chloro-3,5-difluoro-phenyl)-1-tetrahydropyran-3-yl-pyrazole-4-carbonitrile